ClCCCCNC(=O)C1=CC2=CC=CC(=C2C=C1)C1=CC=C(C=C1)C(F)(F)F N-(4-chlorobutyl)-5-(4-(trifluoromethyl)phenyl)-2-naphthamide